6-(5-pyrazol-1-ylpyrimidin-2-yl)isoquinolin-1-one N1(N=CC=C1)C=1C=NC(=NC1)C=1C=C2C=CNC(C2=CC1)=O